5-(4-(trifluoromethoxy)phenoxy)pyridin-3-amine FC(OC1=CC=C(OC=2C=C(C=NC2)N)C=C1)(F)F